S(CC(=O)[O-])CC(=O)[O-].[Na+].[Na+] sodium thiodiacetate